11-azido-undecanoic acid (2-(2,6-dioxopiperidin-3-yl)-1,3-dioxoisoindolin-5-yl) ester O=C1NC(CCC1N1C(C2=CC=C(C=C2C1=O)OC(CCCCCCCCCCN=[N+]=[N-])=O)=O)=O